C1(CCCC1)N1NC(C=2C=NC(=CC21)NC2=NC(=NC(=C2)C)C)=O 1-cyclopentyl-6-((2,6-dimethylpyrimidin-4-yl)amino)-1,2-dihydro-3H-pyrazolo[4,3-c]pyridin-3-one